4-(4-Acryloylpiperazin-1-yl)-7-(2-amino-3,5-dichloro-4,6-difluorophenyl)-6-chloro-1-(2-isopropyl-4-methylpyridin-3-yl)-2-oxo-1,2-dihydro-1,8-naphthyridine-3-carbonitrile C(C=C)(=O)N1CCN(CC1)C1=C(C(N(C2=NC(=C(C=C12)Cl)C1=C(C(=C(C(=C1F)Cl)F)Cl)N)C=1C(=NC=CC1C)C(C)C)=O)C#N